C1(CCCCC1)CN(C1=NC=CC(=N1)C#N)CC1=CC=C(C=C1)C1=CC=CC=C1 2-[(Cyclohexylmethyl)[(4-phenylphenyl)methyl]amino]pyrimidine-4-carbonitrile